8-isopropyl-6-oxo-5,6-dihydropyrido[3,2-e]pyrrolo[1,2-a]pyrazine-3-carboxylic acid methyl ester COC(=O)C1=CC=2NC(C=3N(C2N=C1)C=C(C3)C(C)C)=O